6-bromo-8-fluoro-2-methyl-imidazo[1,2-a]pyridin-7-ol BrC=1C(=C(C=2N(C1)C=C(N2)C)F)O